[Ti].[Co].[Mn].[Ni].[Li] lithium nickel-manganese-cobalt-titanium